C(CCC)N(CC(CC(=O)OCC(CCCC)CC)C)C(=O)OCCCC 2-ethylhexyl 4-(butyl(butoxycarbonyl)amino)3-methylbutanoate